2-(2,3-dihydro-1H-inden-2-ylamino)pyrimidine-5-carboxylic acid C1C(CC2=CC=CC=C12)NC1=NC=C(C=N1)C(=O)O